(2-(7-chlorobenzo[d]isoxazol-3-yl)propan-2-yl)carbamic acid tert-butyl ester C(C)(C)(C)OC(NC(C)(C)C1=NOC2=C1C=CC=C2Cl)=O